C(#N)N1[C@@H](CCC1)C(=O)N1CCC2=C(C=C(C=C12)C(=O)NC)C=1C=C2C=CC=NC2=CC1 1-(cyano-L-prolyl)-N-methyl-4-(quinolin-6-yl)indoline-6-carboxamide